2-(4,5-diphenyloxazol-2-yl)sulfanyl-N-isopropyl-acetamide C1(=CC=CC=C1)C=1N=C(OC1C1=CC=CC=C1)SCC(=O)NC(C)C